methyl 3-(8-acetyl-2-oxo-1,8-diazaspiro[4.5]decan-3-yl)-2-((S)-2-((((4,4-difluorocyclohexyl)methoxy)carbonyl) amino)-4-methylpentanamido)propanoate C(C)(=O)N1CCC2(CC(C(N2)=O)CC(C(=O)OC)NC([C@H](CC(C)C)NC(=O)OCC2CCC(CC2)(F)F)=O)CC1